C(C)(=O)[O-].C(C)(=O)[O-].C1(=CC=CC=C1)P(C1=CC=CC=C1)C1=CC=CC=C1.C1(=CC=CC=C1)P(C1=CC=CC=C1)C1=CC=CC=C1.[Pd+2] palladium ditriphenylphosphine diacetate